N1(CCCC1)CCNC(OC(CCCO[Si](C)(C)C(C)(C)C)CCCCCC)=O 1-((tert-butyldimethylsilyl)oxy)decan-4-yl (2-(pyrrolidin-1-yl)ethyl)carbamate